tert-butyl (2-(3-(3-isopropyl-2-(8-methyl-[1,2,4]triazolo[1,5-a]pyridin-6-yl)-1H-indol-5-yl)azetidin-1-yl)-2-oxoethyl)(methyl)carbamate C(C)(C)C1=C(NC2=CC=C(C=C12)C1CN(C1)C(CN(C(OC(C)(C)C)=O)C)=O)C=1C=C(C=2N(C1)N=CN2)C